9-(1-((6-chloro-2-(2-(methyl-d3)-2H-tetrazol-5-yl)pyridin-3-yl)(4-methoxybenzyl)amino)ethyl)-3-iodo-4,7-dimethylimidazo[1,5-a]quinazolin-5(4H)-one ClC1=CC=C(C(=N1)C=1N=NN(N1)C([2H])([2H])[2H])N(C(C)C=1C=C(C=C2C(N(C=3N(C12)C=NC3I)C)=O)C)CC3=CC=C(C=C3)OC